C(C)(C)(C)OC(=O)N([C@@H](C(=O)OC)CC(F)F)C methyl (R)-2-((tert-butoxycarbonyl) (methyl) amino)-4,4-difluorobutanoate